C[Si]([Si]([Si]([Si]([Si]([Si]([Si]([Si](Cl)(Cl)Cl)(Cl)Cl)(Cl)Cl)(C1=CC=CC=C1)C1=CC=CC=C1)(C1=CC=CC=C1)C1=CC=CC=C1)(C)C)(C)C)(C)C heptamethyltetraphenylheptachlorooctasilane